N-(5-cyano-4-(3-methoxyazetidin-1-yl)pyridin-2-yl)-7-formyl-6-((3-carbonylmorpholino)methyl)-3,4-dihydro-1,8-naphthyridine-1(2H)-carboxamide C(#N)C=1C(=CC(=NC1)NC(=O)N1CCCC2=CC(=C(N=C12)C=O)CN1C(COCC1)=C=O)N1CC(C1)OC